[(2R,4R)-4-(4-fluorophenyl)-2-methyl-pyrrolidin-1-yl]-(3-pyridazin-4-yl-1H-pyrazol-5-yl)methanone FC1=CC=C(C=C1)[C@H]1C[C@H](N(C1)C(=O)C1=CC(=NN1)C1=CN=NC=C1)C